N-[(1E)-(8-hydroxy-4-methoxynaphthalen-1-yl)methylidene]benzenesulfonamide OC=1C=CC=C2C(=CC=C(C12)\C=N\S(=O)(=O)C1=CC=CC=C1)OC